NC1=C(C2(C(C(C1)C2)(C)C)C=O)C Aminopineneformaldehyde